4,6-dinitroso-5-hydroxy-1-naphthol N(=O)C1=CC=C(C2=CC=C(C(=C12)O)N=O)O